NC1=NN2C(C3=C(C=CC=C3C(=C2C(=O)OC)OCC2=CC=CC=C2)C2=CC(=CC=C2)Cl)=N1 methyl 2-amino-6-(benzyloxy)-10-(3-chlorophenyl)-[1,2,4]triazolo[5,1-a]isoquinoline-5-carboxylate